ethyl 2-(piperidin-4-yl)-5-(trifluoromethyl)benzoate hydrochloride Cl.N1CCC(CC1)C1=C(C(=O)OCC)C=C(C=C1)C(F)(F)F